1-hexyldecanoic acid CCCCCCCCCCCCCCCC(=O)O